FC1=CC(=C(C=C1)C=1C=CC=2N(C1)C(=CN2)CCN)OCCC=2C(=NN(C2C)C)CS(=O)(=O)C 2-[6-(4-fluoro-2-{2-[3-(methanesulfonylmethyl)-1,5-dimethyl-1H-pyrazol-4-yl]ethoxy}phenyl)imidazo[1,2-a]pyridin-3-yl]ethan-1-amine